C(C)(CC)C=1C(=C2C=NNC2=CC1C)C1=C(C=2N=C(N=C(C2C=N1)N1C[C@@](CCC1)(O)C)OC[C@]12CCCN2C[C@@H](C1)F)F (3R)-1-(7-(5-(sec-butyl)-6-methyl-1H-indazol-4-yl)-8-fluoro-2-(((2R,7aS)-2-fluorotetrahydro-1H-pyrrolizin-7a(5H)-yl)methoxy)pyrido[4,3-d]pyrimidin-4-yl)-3-methylpiperidin-3-ol